tert-Butyl 8-[2-chloro-3-[2-chloro-3-(3-formyl-4-oxo-pyrido[1,2-a]pyrimidin-8-yl)phenyl]phenyl]-1-methyl-3,5-dihydro-2H-1,4-benzodiazepine-4-carboxylate ClC1=C(C=CC=C1C1=C(C(=CC=C1)C1=CC=2N(C(C(=CN2)C=O)=O)C=C1)Cl)C1=CC2=C(CN(CCN2C)C(=O)OC(C)(C)C)C=C1